C1(=C(C(=C(C(=C1O)O)O)O)O)C1=CC=CC=C1 biphenylpentol